1-methoxymethyl-3-methylimidazole COCN1CN(C=C1)C